N-[(7S)-4-fluorobicyclo[4.2.0]octa-1,3,5-trien-7-yl]-N'-hydroxy-4-{[1-(hydroxyacetyl)piperidin-4-yl]oxy}-1,2,5-oxadiazole-3-carboximidamide FC1=CC=C2C[C@@H](C2=C1)NC(=NO)C1=NON=C1OC1CCN(CC1)C(CO)=O